N-((1H-pyrrolo[3,2-c]pyridin-2-yl)methyl)-2-(5-((2,4-dimethoxybenzyl)amino)-6-oxo-2-phenylpyrimidin-1(6H)-yl)acetamide N1C(=CC=2C=NC=CC21)CNC(CN2C(=NC=C(C2=O)NCC2=C(C=C(C=C2)OC)OC)C2=CC=CC=C2)=O